NC(C(=O)O)CC1=CC=CC2=CC=CC=C12 2-amino-3-naphthalen-1-ylpropanoic acid